2-(2-((2-(1-ethyl-1H-benzo[d]imidazol-2-yl)ethyl)amino)ethyl)-N-((3-fluoropyridin-2-yl)methyl)oxazolo[4,5-c]pyridin-4-amine C(C)N1C(=NC2=C1C=CC=C2)CCNCCC=2OC1=C(C(=NC=C1)NCC1=NC=CC=C1F)N2